7-{[4-chloro-6-(diethylamino)-1,3,5-triazin-2-yl]amino}-3-phenylcoumarin ClC1=NC(=NC(=N1)N(CC)CC)NC1=CC=C2C=C(C(OC2=C1)=O)C1=CC=CC=C1